butyl ({3-formyl-6-[(2R)-2-methylpyrrolidin-1-yl]-4-(piperidine-1-carbonyl)pyridin-2-yl}methyl)methylcarbamate C(=O)C=1C(=NC(=CC1C(=O)N1CCCCC1)N1[C@@H](CCC1)C)CN(C(OCCCC)=O)C